C(C=CC)(=O)Cl but-2-enoyl chloride